C(C)(C)(C)OC(=O)N[C@H](C(=O)N[C@H](C(=O)N[C@H](C(=O)OC)C[C@H]1C(NC2(CC2)C1)=O)CC1(CC1)F)C(C)(C)C methyl (2S)-2-[[(2S)-2-[[(2S)-2-(tert-butoxycarbonylamino)-3,3-dimethyl-butanoyl]amino]-3-(1-fluorocyclopropyl)propanoyl]amino]-3-[(6R)-5-oxo-4-azaspiro[2.4]heptan-6-yl]propanoate